SCCC(=O)O 3-MERCAPTOPROPIONIC ACID